(3Z)-1-chloro-17,17-diethoxy-3-heptadecene ClCC\C=C/CCCCCCCCCCCCC(OCC)OCC